4-Chloro-3-propyl-1,3-dihydro-2,1-benzothiazol-7-amin-2,2-dioxid ClC1=CC=C(C2=C1C(S(N2)(=O)=O)CCC)N